COC1=CC=C(C=C1)C1C(NC(C(C1)C1=CC=CC=C1)(C)C)=O 3-(4-methoxyphenyl)-6,6-dimethyl-5-phenylpiperidin-2-one